C(C)(C)(C)OC(=O)NC1=C(C=NC=C1)C1(CC1)NCC(=O)OCC1=CC=CC=C1 benzyl 2-[(1-{4-[(tert-butoxycarbonyl) amino]pyridin-3-yl}cyclopropyl)amino]acetate